NCC1=CC=CC(=N1)C=1C=CC2=C(C(=C(O2)C)COC2=C(C=CC(=C2)OC)CC(=O)O)C1 2-(2-((5-(6-(aminomethyl)pyridin-2-yl)-2-methylbenzofuran-3-yl)methoxy)-4-methoxyphenyl)acetic acid